BrC1=CC=C(OCC2N(CCOC2)CC)C=C1 3-((4-Bromophenoxy)methyl)-4-ethylmorpholine